BrC1=NN(C(=C1)C(=O)N(C)C1=C(C=C(C=C1C(=O)NC)Cl)Cl)C1=NC=CC=C1Cl bromo-1-(3-chloropyridin-2-yl)-N-(2,4-dichloro-6-(methylaminoformyl)phenyl)-N-methyl-1H-pyrazole-5-carboxamide